4-ethyl-1H-indole-3-carbonitrile C(C)C1=C2C(=CNC2=CC=C1)C#N